2-hydroxy-3-((3-mercapto-2-((2-mercaptoethyl)thio)propyl)thio)ethyl-isothiourea OSC(N)=NCCSCC(CS)SCCS